ClC1=CC=C(C=C1)NC(=S)NC1=CC=C(C=C1)Cl N,N'-bis(4-chlorophenyl)thiourea